diethyl isocyanomethylphosphonate (Diethyl isocyanomethylphosphonate) C(C)C([N+]#[C-])(P(O)(O)=O)CC.[N+](#[C-])CP(OCC)(OCC)=O